5-chloro-2-(6-((1-methylpiperidin-3-yl)amino)-4-(trifluoromethyl)pyridazin-3-yl)phenol ClC=1C=CC(=C(C1)O)C=1N=NC(=CC1C(F)(F)F)NC1CN(CCC1)C